Tert-butyl (2-(2-(2-((2-(2,6-dioxopiperidin-3-yl)-1-oxoisoindolin-4-yl)amino)ethoxy)ethoxy) ethyl)carbamate O=C1NC(CCC1N1C(C2=CC=CC(=C2C1)NCCOCCOCCNC(OC(C)(C)C)=O)=O)=O